2,4,5-tribromoisopropylbenzene BrC1=C(C=C(C(=C1)Br)Br)C(C)C